N-[6-({3-Cyano-6-[(cyclopropylmethyl)amino]imidazo[1,2-b]pyridazin-8-yl}amino)pyridin-2-yl]cyclopropancarboxamid C(#N)C1=CN=C2N1N=C(C=C2NC2=CC=CC(=N2)NC(=O)C2CC2)NCC2CC2